C(O[C@@H]1[C@H](O[C@H]([C@H]1F)N1C=C(C2=C1N=CN=C2N)I)CO)(OC2CCCC2)=O (2R,3R,4S,5R)-5-(4-Amino-5-iodo-7H-pyrrolo[2,3-d]pyrimidin-7-yl)-4-fluoro-2-(hydroxy-methyl)tetrahydro-furan-3-yl cyclopentyl carbonate